(8-(4,4-difluoropiperidin-1-yl)quinolin-6-yl-7-d)-4-((2-hydroxyethyl)sulfonylamino)-2-(6-azaspiro[2.5]oct-6-yl)benzamide FC1(CCN(CC1)C=1C(=C(C=C2C=CC=NC12)C=1C(=C(C(=O)N)C=CC1NS(=O)(=O)CCO)N1CCC2(CC2)CC1)[2H])F